2-acetyl-5-methoxyphenylthiazolidine-3-carboxylate C(C)(=O)C1=C(C=C(C=C1)OC)OC(=O)N1CSCC1